7-chloro-3-(2-methyl-2H-indazol-5-yl)-3,4-dihydropyrido[2,3-d]pyrimidin-2(1H)-on ClC=1C=CC2=C(NC(N(C2)C2=CC3=CN(N=C3C=C2)C)=O)N1